(3-(tert-butyl)bicyclo[1.1.1]pentan-1-yl)methyl((2-(2,6-dioxopiperidin-3-yl)-3-oxoisoindolin-5-yl)methyl)carbamate C(C)(C)(C)C12CC(C1)(C2)OC(N(CC=2C=C1C(N(CC1=CC2)C2C(NC(CC2)=O)=O)=O)C)=O